2-(5-(methylsulfonyl)-2-(prop-2-yn-1-ylamino)phenoxy)acetonitrile CS(=O)(=O)C=1C=CC(=C(OCC#N)C1)NCC#C